CN1C(C(=CC=C1)C=1C=NC(=NC1)NC1C[C@@H]2[C@@H](CN(C2)CC2CCOCC2)C1)=O 1-methyl-3-(2-(((3aR,5s,6aS)-2-((tetrahydro-2H-pyran-4-yl)methyl)octahydrocyclopenta[c]pyrrol-5-yl)amino)pyrimidin-5-yl)pyridin-2(1H)-one